N,6-dimethyl-5-((1-((3-methyl-2-oxo-4-thioxo-1,2,3,4-tetrahydroquinazolin-7-yl)methyl)azetidin-3-yl)amino)picolinamide CNC(C1=NC(=C(C=C1)NC1CN(C1)CC1=CC=C2C(N(C(NC2=C1)=O)C)=S)C)=O